(R)-N-(amino(4-(2-hydroxypropan-2-yl)thiazol-2-yl)(oxo)-λ6-sulfaneylidene)-2-(5-fluoro-2,4-diisopropylpyridin-3-yl)acetamide N[S@](=NC(CC=1C(=NC=C(C1C(C)C)F)C(C)C)=O)(=O)C=1SC=C(N1)C(C)(C)O